NC1=NC=2C=C(C=CC2C2=C1N=C(N2CC(C)(C)C(CCN)N)COCC)CC2=CC=CC=C2 1-(1-(4-amino-7-benzyl-2-(ethoxymethyl)-1H-imidazo[4,5-c]quinolin-1-yl)-2-methylpropan-2-yl)propane-1,3-diamine